COC(C1=CC=C(C=C1)CN1C2=CC=CC=C2C=2CCN(CC12)C(C1=CC(=CC=C1)OC)=O)=O 4-[2-(3-methoxybenzoyl)-2,3,4,9-tetrahydro-1H-β-carbolin-9-ylmethyl]-benzoic acid methyl ester